(3-(3-fluorophenyl)-1-methyl-1H-indol-6-yl)(4-(1-(1-(pyridin-2-yl)ethyl)-1H-benzo[d]imidazol-2-yl)piperidin-1-yl)methanone FC=1C=C(C=CC1)C1=CN(C2=CC(=CC=C12)C(=O)N1CCC(CC1)C1=NC2=C(N1C(C)C1=NC=CC=C1)C=CC=C2)C